NC=1SC(=C(N1)C1=CC=C(C=C1)C1=CC(=NC=N1)NCCN1C(=CC2=C(C=CC(=C12)F)OC)C)C {6-[4-(2-Amino-5-methyl-thiazol-4-yl)-phenyl]-pyrimidin-4-yl}-[2-(7-fluoro-4-methoxy-2-methyl-indol-1-yl)-ethyl]-amin